4-oxo-tetrahydropyrrole O=C1CCNC1